C(C)NC(C#C)=O N-ethylpropiolamide